FC(CC)(F)C1=C(C=C)C=CC(=C1)O[C@H](C(=O)O)C (S)-2-[2-(1,1-difluoropropyl)-4-styrenyloxy]propionic acid